N-(1-butylpiperidin-4-yl)-N-(4-fluorobenzyl)-5-methyl-1H-indazole-3-carboxamide C(CCC)N1CCC(CC1)N(C(=O)C1=NNC2=CC=C(C=C12)C)CC1=CC=C(C=C1)F